2-chloro-4,6-di-(4-tert-butylphenyl)-1,3,5-triazine ClC1=NC(=NC(=N1)C1=CC=C(C=C1)C(C)(C)C)C1=CC=C(C=C1)C(C)(C)C